C1(=CC=CC=C1)[S+](C1=C(C=CC=C1)C(F)(F)F)C1=C(C=CC=C1)C(F)(F)F phenylbis(2-(trifluoromethyl)phenyl)sulfonium